3-[5-[4-(dimethoxymethyl)-1-piperidyl]-3-isopropyl-2-oxo-benzimidazol-1-yl]piperidine-2,6-dione COC(C1CCN(CC1)C1=CC2=C(N(C(N2C(C)C)=O)C2C(NC(CC2)=O)=O)C=C1)OC